COC=1N=C2C(=CC=NC2=CC1OC)OC1=C(C=C(C=C1)NC(=O)C=1C(C(=C(N2C1COCC2)C)C=2OC=CC2)=O)F N-[4-[(6,7-Dimethoxy-1,5-naphthyridin-4-yl)oxy]-3-fluorophenyl]-7-(furan-2-yl)-6-methyl-8-oxo-3,4-dihydro-1H-pyrido[2,1-c][1,4]oxazine-9-carboxamide